3-((6-(3-ethoxyphenyl)-5-(trifluoromethyl)-1H-benzo[d]imidazol-2-yl)amino)-N-hydroxybenzamide C(C)OC=1C=C(C=CC1)C=1C(=CC2=C(NC(=N2)NC=2C=C(C(=O)NO)C=CC2)C1)C(F)(F)F